5-bromo-2-(chloromethyl)-4-methylpyridine BrC=1C(=CC(=NC1)CCl)C